C1(=CC=CC=C1)CS(=O)(=O)OC1=C(O[C@@](C1=O)([2H])C1=C(C(=C(C(=C1[2H])[2H])C(F)(F)F)[2H])[2H])N (S)-2-amino-4-oxo-5-(4-(trifluoromethyl)phenyl-2,3,5,6-d4)-4,5-dihydrofuran-3-yl-5-d phenylmethanesulfonate